C(C)(C)OB1CC(C(C1)(C)C)(C)C 1-isopropoxy-3,3,4,4-tetramethyl-borolane